C(C)(=O)N(C=1SC2=C(C1C(=O)OCC)CCC1(OCCO1)C2)CC2=CC=C(C=C2)Cl Ethyl 2-[acetyl(4-chlorobenzyl)amino]-4,7-dihydro-5H-spiro[1-benzothiophene-6,2'-[1,3]dioxolane]-3-carboxylate